ClC1=C(C=CC=C1)CC(=O)N(S(=O)(=O)CC1=CC=CC=C1)C 2-(2-chlorophenyl)-N-methyl-N-toluenesulfonylacetamide